FC1=C(C(=C(C(=C1F)F)F)OCC1COC1)S(=O)(=O)NC1=CC(=C(C=C1)OC)F 2,3,4,5-tetrafluoro-N-(3-fluoro-4-methoxyphenyl)-6-(oxetan-3-ylmethoxy)benzenesulfonamide